(1S,2R)-N-(5-((4-methoxyphenyl)ethynyl)-8-(methylamino)-2,7-naphthyridin-3-yl)-2-methylcyclopropane-1-carboxamide COC1=CC=C(C=C1)C#CC1=C2C=C(N=CC2=C(N=C1)NC)NC(=O)[C@@H]1[C@@H](C1)C